C(CC)(=O)OCCCCC n-pentyl propionat